ClCC=1C(=NC=CC1SC)C 3-(chloromethyl)-2-methyl-4-(methylsulfanyl)pyridine